COC1=CC=CC=2N(C3=CC=CC(=C3C(C12)C1=CC=CC2=CC=CC=C12)OC)C 1,8-dimethoxy-10-methyl-9-(naphthalen-1-yl)acridine